N-Methyl-1,2-phenylenediamine CNC1=C(C=CC=C1)N